ClC=1C(=NC(=NC1)NC1=CC(=CC(=C1)CN1C[C@H](N[C@H](C1)C)C)C1CC1)C1=CNC2=CC(=CC=C12)CO (3-(5-chloro-2-((3-cyclopropyl-5-(((3R,5S)-3,5-dimethylpiperazine-1-yl)methyl)phenyl)amino)pyrimidine-4-yl)-1H-indol-6-yl)methanol